N[C@H]1CN(CCC1)C=1C=2N(C=CN1)C(=C(N2)C2=CC(=C(C#N)C=C2)F)C2=CC1=C(N(N=N1)CC(C)(C)O)C=C2F (R)-4-(8-(3-aminopiperidin-1-yl)-3-(6-fluoro-1-(2-hydroxy-2-methylpropyl)-1H-benzo[d][1,2,3]triazol-5-yl)imidazo[1,2-a]pyrazin-2-yl)-2-fluorobenzonitrile